17-((2R,5R)-5-ethyl-6-methylheptan-2-yl)-10,13-dimethyl-2,3,4,7,8,9,10,11,12,13,14,15,16,17-tetradecahydro-1H-cyclopenta[a]phenanthren-3-ol C(C)[C@H](CC[C@@H](C)C1CCC2C3CC=C4CC(CCC4(C3CCC12C)C)O)C(C)C